benzotriazol-1-yl-oxy-trispyrrolidino-phosphonium hexafluorophosphate F[P-](F)(F)(F)(F)F.N1(N=NC2=C1C=CC=C2)O[P+](N2CCCC2)(N2CCCC2)N2CCCC2